methyl 3-(3-ethylureido)-1-methyl-1H-pyrazole-5-carboxylate C(C)NC(NC1=NN(C(=C1)C(=O)OC)C)=O